BrC1=CC=C(C2=NN(N=C21)C2=CC=CC=C2)Br 4,7-dibromo-2-phenyl-2H-benzo[d][1,2,3]Triazole